[O-]C#N.[K+] potassium cyanate